lithium 2-(tert-butyl)-2-ethylpropanoate C(C)(C)(C)C(C(=O)[O-])(C)CC.[Li+]